Methyl 2-(4-(2-chloro-5-fluoropyrimidin-4-yl)-2,5-difluorobenzyl)-3-((1-(cyanomethyl) cyclopropyl) methyl)-3H-imidazo[4,5-b]pyridine-5-carboxylate ClC1=NC=C(C(=N1)C1=CC(=C(CC2=NC=3C(=NC(=CC3)C(=O)OC)N2CC2(CC2)CC#N)C=C1F)F)F